S(=O)(=O)(ON1C(C(C1=O)NC(C(C=1N=C(SC1)N)=NOCCOC1=CC=C(C=C1)C=1C=[N+](N(C1)CCCN)C)=O)(C)C)[O-] 3-(2-((2-(4-(1-(3-aminopropyl)-2-methyl-1H-pyrazol-2-ium-4-yl) phenoxy) ethoxy) imino)-2-(2-aminothiazol-4-yl) acetamido)-2,2-dimethyl-4-oxoazetidin-1-yl sulfate